2-(7-((2S,5R)-4-(1-(6-cyclopropyl-2-fluoropyridin-3-yl)ethyl)-2,5-diethylpiperazin-1-yl)-4-methyl-5-oxo-4,5-dihydropyrazolo[1,5-a]pyrimidin-2-yl)acetonitrile C1(CC1)C1=CC=C(C(=N1)F)C(C)N1C[C@@H](N(C[C@H]1CC)C1=CC(N(C=2N1N=C(C2)CC#N)C)=O)CC